4-Chloro-2-(2-fluoro-6-methylpyridin-4-yl)-1H-pyrrolo[2,3-b]pyridine ClC1=C2C(=NC=C1)NC(=C2)C2=CC(=NC(=C2)C)F